ClC=1C=CC(=C(C1)NCNC(=O)NC(C1=CC=CC=C1)=O)C N-((5-chloro-2-methylphenyl)aminomethylcarbamoyl)benzamide